C(C)(C)O[Si](C)(C)OC(C)C di-iso-propoxy-dimethylsilane